CC(=CC=CC(CC)=O)CCC=C(C)C 7,11-dimethyldodec-4,6,10-trien-3-one